FC(C1=C(C=CC=C1)[C@H](C)N1CCC(CC1)C(=O)O)(F)F ((S)-1-(2-(trifluoromethyl)phenyl)ethyl)piperidine-4-carboxylic acid